C(C)(=O)O.C(CC)N propanamine acetate